BrC1=CC=C(C=C1)C1=CC=C(N=N1)CN1CCOCC1 4-((6-(4-bromophenyl)pyridazin-3-yl)methyl)morpholine